ClC1=C2C(=NC=C1)NCC2(CC(F)F)C=2C=C(C=CC2)N2C(CNCC2)=O 1-{3-[4-chloro-3-(2,2-difluoroethyl)-1H-pyrrolo[2,3-b]pyridin-3-yl]phenyl}piperazin-2-one